FC(CC(\C(=C(/C(=O)[O-])\CCCOC1=CC=C(C=C1)OC)\C)CCC(C)C)(C(=O)[O-])F (Z)-6,6-difluoro-4-isopentyl-2-(3-(4-methoxyphenoxy)propyl)-3-methylhept-2-enedioate